(3S,7aR)-3-phenyl-3,7a-dihydro-1H-pyrrolo[1,2-c]oxazol-5-one C1(=CC=CC=C1)[C@@H]1OC[C@@H]2N1C(C=C2)=O